CC=1C(=C(C=C(C1)C(F)(F)F)O)C=1N=NC(=CC1)N[C@H]1CN(CCC1)C (R)-3-methyl-2-(6-((1-methylpiperidin-3-yl)amino)pyridazin-3-yl)-5-(trifluoromethyl)phenol